C(CCCCCCC)(=O)O.C(C)(=O)O.C(C)(=O)O.C(O)C(CC)(CO)CO trimethylolpropane diacetate monooctanate